3-[(3S)-3-(2-formyl-3-hydroxyphenoxymethyl)morpholine-4-carbonyl]pyridine-2-carboxylic acid C(=O)C1=C(OC[C@H]2N(CCOC2)C(=O)C=2C(=NC=CC2)C(=O)O)C=CC=C1O